N-[2-(1-benzyl-1H-pyrazol-5-yl)phenyl]-8-fluoroquinolin-3-amine C(C1=CC=CC=C1)N1N=CC=C1C1=C(C=CC=C1)NC=1C=NC2=C(C=CC=C2C1)F